C1(CC1)NC(=O)C=1C(=NC=NC1)N1[C@@H](C2=C(CC1)NC=N2)C2=NN1C(C(=CC=C1)F)=C2 (S)-N-cyclopropyl-4-(4-(4-fluoropyrazolo[1,5-a]pyridin-2-yl)-1,4,6,7-tetrahydro-5H-imidazo[4,5-c]pyridin-5-yl)pyrimidine-5-carboxamide